methyl 4-amino-8-(4-aminophenyl)-7-oxo-2-(trifluoromethyl)-7H,8H-pyrido[2,3-d]pyrimidine-6-carboxylate NC=1C2=C(N=C(N1)C(F)(F)F)N(C(C(=C2)C(=O)OC)=O)C2=CC=C(C=C2)N